3H-spiro[furo[3,4-c]pyridin-1,3'-pyrrolidine] N1CC2(CC1)OCC=1C=NC=CC12